C(C=C)OP(O)(O)=O 2-propenyl-phosphoric acid